azahexane CCCCCN